CCCCCCCCCCCCCCCCCC(=O)N[C@@H](CO[C@H]1[C@@H]([C@H]([C@@H]([C@H](O1)CO)O[C@H]2[C@@H]([C@H]([C@H]([C@H](O2)CO)O[C@H]3[C@@H]([C@H]([C@H]([C@H](O3)CO)O)O[C@H]4[C@@H]([C@H]([C@H]([C@H](O4)CO)O)O)O)NC(=O)C)O[C@@]5(C[C@@H]([C@H]([C@@H](O5)[C@@H]([C@@H](CO)O[C@@]6(C[C@@H]([C@H]([C@@H](O6)[C@@H]([C@@H](CO)O)O)NC(=O)C)O)C(=O)[O-])O)NC(=O)C)O)C(=O)[O-])O)O)O)[C@@H](/C=C/CCCCCCCCCCCCC)O The molecule is an anionic ganglioside obtained by deprotonation of the neuraminosyl carboxy groups of ganglioside GD1b(d18:1/C18:0); major species at pH 7.3. It is an anionic ganglioside and a beta-Gal-(1->3)-beta-GalNAc-(1->4)-[alpha-Neu5Ac-(2->8)-alpha-Neu5Ac-(2->3)]-beta-Gal-(1->4)-beta-Glc-(1<->1')-Cer(2-). It is a conjugate base of a beta-Gal-(1->3)-beta-GalNAc-(1->4)-[alpha-Neu5Ac-(2->8)-alpha-Neu5Ac-(2->3)]-beta-Gal-(1->4)-beta-Glc-(1<->1')-Cer(d18:1/18:0).